CC1(CCCCC1)C(=O)O[C@H]1O[C@@]([C@@H]([C@@H]1O)O)(C#N)C1=CC=C2C(=NC=NN21)N ((2R,3S,4R,5R)-5-(4-aminopyrrolo[2,1-f][1,2,4]triazin-7-yl)-5-cyano-3,4-dihydroxytetrahydrofuran-2-yl) methylcyclohexaneformate